3-cyclopropyl-amine C1CC1N